[Li+].C(C)C(C(=O)[O-])CCCC 2-Ethyl-hexanoic acid lithium salt